1-(4-chloro-3-fluorophenyl)-N-[2-fluoro-3-(5-fluoro-4-methyl-6-oxo-1,6-dihydropyrimidin-2-yl)-4-(trifluoromethyl)benzyl]piperidine-4-carboxamide ClC1=C(C=C(C=C1)N1CCC(CC1)C(=O)NCC1=C(C(=C(C=C1)C(F)(F)F)C=1NC(C(=C(N1)C)F)=O)F)F